2-[5-[(3S)-3-amino-5,5,7-trifluoro-1-[[4-[3-fluoro-5-(trifluoromethyl)-2-pyridyl]phenyl]methyl]-2-oxo-3,4-dihydro-1-benzazepin-8-yl]-1,3,4-oxadiazol-2-yl]-2-methyl-propanenitrile N[C@@H]1C(N(C2=C(C(C1)(F)F)C=C(C(=C2)C2=NN=C(O2)C(C#N)(C)C)F)CC2=CC=C(C=C2)C2=NC=C(C=C2F)C(F)(F)F)=O